NC1=C(C=2N(C(=N1)N1CCC3(CCC[C@H]3N)CC1)C=CN2)C2=C(C(=CC=C2)Cl)Cl (R)-8-(7-amino-8-(2,3-dichlorophenyl)imidazo[1,2-c]pyrimidin-5-yl)-8-azaspiro[4.5]decan-1-amine